N-(3,5-difluoropyridin-2-yl)-3-iodo-4-methyl-1H-pyrazolo[3,4-d]pyrimidin-6-amine FC=1C(=NC=C(C1)F)NC1=NC(=C2C(=N1)NN=C2I)C